S(C1=CC(=C(C(=C1)C(C)(C)C)O)C)C1=CC(=C(C(=C1)C(C)(C)C)O)C 4,4'-thio-bis-(6-tert-butyl-2-methylphenol)